C(C1=CC=CC=C1)C1=CC2=CC=CC=C2C=C1 2-benzyl-naphthalene